C1(=CC=C(C=C1)C1=CC=C2C(=CC=NC2=C1)S)C 7-(p-tolyl)quinoline-4-thiol